N-[(1S)-1-(dicyclopropyl-methyl)-2-[[3-fluoro-1-[(1R)-1-[4-(2,2,2-trifluoroethyl)-1,2,4-triazol-3-yl]propyl]-pyrazol-4-yl]amino]-2-oxo-ethyl]-2-isopropyl-pyrazole-3-carboxamide C1(CC1)C([C@@H](C(=O)NC=1C(=NN(C1)[C@H](CC)C1=NN=CN1CC(F)(F)F)F)NC(=O)C=1N(N=CC1)C(C)C)C1CC1